The molecule is a member of the class of phenylureas that is urea in which one of the nitrogens is substituted by a 2-fluoro-5-methylphenyl group, while the other is substituted by a p-(3-amino-1H-indazol-4-yl)phenyl group. It is a potent, selective inhibitor of vascular endothelial growth factor and platelet-derived growth factor receptor tyrosine kinases. It has a role as an antineoplastic agent, an EC 2.7.10.1 (receptor protein-tyrosine kinase) inhibitor and an angiogenesis inhibitor. It is an aromatic amine, a member of indazoles and a member of phenylureas. CC1=CC(=C(C=C1)F)NC(=O)NC2=CC=C(C=C2)C3=C4C(=CC=C3)NN=C4N